(2S)-11-[[[(3S)-1-(6-amino-3-pyridyl)-3-piperidyl]-[(2-methoxy-4-pyridyl)methyl]amino]methyl]-6,7-difluoro-2-methyl-4-oxa-1-azatricyclo[7.3.1.05,13]trideca-5(13),6,8,11-tetraen-10-one NC1=CC=C(C=N1)N1C[C@H](CCC1)N(CC1=CC(=NC=C1)OC)CC=1C(C2=CC(=C(C=3OC[C@@H](N(C1)C32)C)F)F)=O